N-(3-(2-(dimethylamino)ethoxy)-5-fluorophenyl)-2-(1H-imidazol-1-yl)-6-(trifluoromethyl)pyrimidine-4-carboxamide CN(CCOC=1C=C(C=C(C1)F)NC(=O)C1=NC(=NC(=C1)C(F)(F)F)N1C=NC=C1)C